C(C=C)(=O)N1[C@H]([C@@H](OCC1)C1=CC(=NC(=C1)Cl)C1=CC(=NC=N1)C(=O)NC)C |r| racemic-trans-6-(4-(4-acryloyl-3-methylmorpholin-2-yl)-6-chloropyridin-2-yl)-N-methylpyrimidine-4-carboxamide